(isopropyl)(isopropylbenzofuropyridinyl)pyridine C(C)(C)C=1C(=NC=CC1)C1=NC2=C(C=C1C(C)C)OC1=C2C=CC=C1